FC(C=1C=CC=C2C=NC(NC12)=O)(F)F 8-(trifluoromethyl)quinazolin-2-one